N-((2-(2,6-dioxopiperidin-3-yl)-1,3-dioxoisoindolin-5-yl)methyl)-3-(4-fluorophenyl)-2-oxopropanamide O=C1NC(CCC1N1C(C2=CC=C(C=C2C1=O)CNC(C(CC1=CC=C(C=C1)F)=O)=O)=O)=O